[2-fluoro-4-meth-oxy-3-(trifluoro-methyl)phenyl]-boronic acid FC1=C(C=CC(=C1C(F)(F)F)OC)B(O)O